N2-(3-(5-isoprop-oxypyridin-2-yl)-1,2,4-thiadiazol-5-yl)-N3,N3-dimethyl-pyridine-2,3-diamine C(C)(C)OC=1C=CC(=NC1)C1=NSC(=N1)NC1=NC=CC=C1N(C)C